C1=NC=CC2=C(C=CC=C12)C(=O)N1CC=2C(CC1)=C(N(N2)C)C2=CC=CC=C2 isoquinolin-5-yl-(2-methyl-3-phenyl-2,4,5,7-tetrahydro-6H-pyrazolo[3,4-c]pyridin-6-yl)methanone